FC1=C(CNC2=NC(=NC=C2C(=O)N)NC=2C=NN(C2)CC(C)(C)O)C(=CC=C1)OC 4-((2-fluoro-6-methoxybenzyl)amino)-2-((1-(2-hydroxy-2-methylpropyl)-1H-pyrazol-4-yl)amino)pyrimidin-5-carboxamide